4-(6-chloro-8-fluoro-4-(hexahydropyrrolo[3,4-c]-pyrrol-2(1H)-yl)-2-(((S)-1-methylpyrrolidin-2-yl)meth-oxy)quinazolin-7-yl)benzo-[d]thiazol-2-amine ClC=1C=C2C(=NC(=NC2=C(C1C1=CC=CC2=C1N=C(S2)N)F)OC[C@H]2N(CCC2)C)N2CC1CNCC1C2